CC(CC1=CC=C(C=C1)O)C1=CC=C(C=C1)O 4,4'-(1-methylethylene)bis[phenol]